methyl 2-methyl-5-(4,4,5,5-tetramethyl-1,3,2-dioxaborolan-2-yl)pyrazole-3-carboxylate CN1N=C(C=C1C(=O)OC)B1OC(C(O1)(C)C)(C)C